ClC=1C=C(C2=C(C(CO2)O)C1)S(=O)(=O)NC1=C(C(=C(C=C1)F)C=1C=C2C=NC(=NC2=C(C1)F)NC1CCN(CC1)C)F 5-chloro-N-(2,4-difluoro-3-(8-fluoro-2-((1-methylpiperidin-4-yl)amino)quinazolin-6-yl)phenyl)-3-hydroxy-2,3-dihydrobenzofuran-7-sulfonamide